C(=O)C1=NC2=CN=C(C(=C2C=C1)O)C(=O)OC methyl 2-formyl-5-hydroxy-1,7-naphthyridine-6-carboxylate